COC(=O)C1=NN(C2=NC=C(C=C21)Br)S(=O)(=O)C2=C(C=C(C=C2C)C)C 5-bromo-1-(2,4,6-trimethylphenyl)sulfonyl-pyrazolo[3,4-b]pyridine-3-carboxylic acid methyl ester